4,4'-butylidene-bis(3-methyl-6-t-butylphenol) C(CCC)(C1=C(C=C(C(=C1)C(C)(C)C)O)C)C1=C(C=C(C(=C1)C(C)(C)C)O)C